N1(CCCCCC1)C(SCCC(=O)O)=O S-2-carboxyethyl hexahydroazepine-1-carbothioate